FC=1C=C2C(=CC=NC2=CC1)C1CCC(CC1)C(C(=O)N)C 2-((1s,41S)-4-(6-fluoroquinolin-4-yl)cyclohexyl)propanamide